4-(1-ethoxyethenyl)-3-(methoxymethoxy)pyridine C(C)OC(=C)C1=C(C=NC=C1)OCOC